[3-phenyl-1H-inden-1-ylidene][1,3-bis(2,4,6-trimethylethylphenyl)-4,5-dihydro-imidazol-2-ylidene]ruthenium dichloride C1(=CC=CC=C1)C1=CC(C2=CC=CC=C12)=[Ru](=C1N(CCN1C1=C(C=C(C=C1C)C)CCC)C1=C(C=C(C=C1C)C)CCC)(Cl)Cl